[Br-].C(CCC)[P+](C)(CCCC)CCCC tributylmethyl-phosphonium bromide